N1-(6-(2,4-difluorophenoxy)-8,9-dihydroimidazo[1',2':1,6]pyrido[2,3-d]pyrimidin-2-yl)benzene-1,4-diamine FC1=C(OC2=CC3=C(N=C(N=C3)NC3=CC=C(C=C3)N)N3C2=NCC3)C=CC(=C1)F